C1(=CC=CC=C1)C(C1=CC=CC=C1)(C1=CC=CC=C1)N1N=NN=C1C1=C(C=CC=C1)C1=CC=C(C=C1)CBr (triphenylmethyl)-5-(4'-bromomethylbiphenyl-2-yl)tetrazole